N-[(2-amino-3-chloroquinolin-7-yl)methyl]-N-(2-methanesulfonylpyridin-3-yl)pyridine-3-carboxamide NC1=NC2=CC(=CC=C2C=C1Cl)CN(C(=O)C=1C=NC=CC1)C=1C(=NC=CC1)S(=O)(=O)C